(2-chloro-6-fluorophenyl)(cyclopropyl)methanamine ClC1=C(C(=CC=C1)F)C(N)C1CC1